N(=[N+]=[N-])C1(C(N(CC1)C1=CC=CC=C1)=O)C 3-azido-3-methyl-1-phenyl-2-pyrrolidinone